ClC=1C=C(C(=NC1)C)S(=O)(=O)NC1=C(C(=C(C=C1)F)C=1C=CC=2N(N1)C=NC2C=2N(C=CN2)COCC[Si](C)(C)C)F 5-chloro-N-[2,4-difluoro-3-[5-(1-[[2-(trimethylsilyl)ethoxy]methyl]imidazol-2-yl)imidazo[1,5-b]pyridazin-2-yl]phenyl]-2-methylpyridine-3-sulfonamide